NC1=NC=2C3=C(C(CC2C=N1)(C)C)C(=NN3)C(=O)NC3=CC(=CC=C3)C(NC3CCN(CC3)C)=O 8-amino-4,4-dimethyl-N-{3-[(1-methylpiperidin-4-yl)carbamoyl]phenyl}-4,5-dihydro-1H-pyrazolo[4,3-H]quinazoline-3-carboxamide